N2-[(3-chloro-5-methyl-2-pyridyl)methyl]-6-(1H-indazol-6-yl)-1,3,5-triazine-2,4-diamine ClC=1C(=NC=C(C1)C)CNC1=NC(=NC(=N1)N)C1=CC=C2C=NNC2=C1